FC1=C(C=CC(=C1)F)C1=C(C=C2C(=NC(N3C2=C1SCCC3)=O)N3CC1CC(CC(C3)N1)=O)C(F)(F)F 11-(2,4-difluorophenyl)-8-(7-oxo-3,9-diazabicyclo[3.3.1]nonan-3-yl)-10-(trifluoromethyl)-3,4-dihydro-2H,6H-[1,4]thiazepino[2,3,4-ij]quinazolin-6-one